C1=NC(=C2C(=N1)N(C=N2)[C@H]3[C@@H]([C@@H]([C@H](O3)COP(=O)([O-])O[C@@H]4[C@@H]([C@H](O[C@H]4N5C=NC6=C5N=C(NC6=O)N)CO)O)OP(=O)([O-])[O-])O)N The molecule is an organophosphate oxoanion obtained by deprotonation of the phosphate OH groups of Gp[2'-5']Ap[3']; major species at pH 7.3. It is a conjugate base of a Gp[2'-5']Ap[3'].